C1(CCC1)S(=O)(=O)C=1NC2=C(C=C(C(=C2C1)B1OC(C(O1)(C)C)(C)C)C)F 2-(cyclobutylsulfonyl)-7-fluoro-5-methyl-4-(4,4,5,5-tetramethyl-1,3,2-dioxaborolan-2-yl)-1H-indole